C1(CC1)[C@H]1CN(CCN1)C1=CC=C(C=2N=CC=NC12)C(=O)NC=1C=C(C=2N(C1)C=C(N2)C)F 8-[(3S)-3-cyclopropylpiperazin-1-yl]-N-{8-fluoro-2-methylimidazo[1,2-a]pyridin-6-yl}quinoxaline-5-carboxamide